C(C1=CC=CC=C1)N1C[C@H](C[C@H]1CO)C#N (3S,5S)-1-benzyl-5-(hydroxymethyl)pyrrolidine-3-carbonitrile